OO.OO hydrogen peroxide compound with hydrogen peroxide